COC1=C(C=C(C=N1)C(CC)O)C(F)(F)F 1-(6-methoxy-5-(trifluoromethyl)pyridin-3-yl)propan-1-ol